monohexyl phosphate P(=O)(OCCCCCC)([O-])[O-]